[(1aR,5aR)-2-(2,4-Difluoro-phenyl)-1a,2,5,5a-tetrahydro-1H-2,3-diaza-cyclopropa[a]pentalen-4-yl]-(5,7-dihydro-pyrrolo[3,4-b]pyridin-6-yl)-methanone FC1=C(C=CC(=C1)F)N1N=C(C=2C[C@@H]3[C@H](C12)C3)C(=O)N3CC1=NC=CC=C1C3